FC=1C=C(OC2=C3C=NNC3=C(C=C2)S(=O)(=O)C(F)(F)F)C=CC1 4-(3-fluorophenoxy)-7-(trifluoromethylsulfonyl)-1H-indazole